N-(4-(7-(4-fluorophenyl)-1,4-oxazepan-4-yl-5,5,7-d3)-2,6-dimethylphenyl)-3,3-dimethylbutanamide FC1=CC=C(C=C1)C1(CC(N(CCO1)C1=CC(=C(C(=C1)C)NC(CC(C)(C)C)=O)C)([2H])[2H])[2H]